CC1(CCC(CC1)=C(C)C)SC[C@H](N)C(=O)OCCCCCC hexyl S-(1-methyl-4-(propan-2-ylidene)cyclohexyl)cysteinate